C(C1C(C(C(C(O1)OC2C(OC(C(C2O)O)O)CO)O)O)O)O β-maltose monohydrate